COC(C=CCCCCCCCOC(C)=O)=O 10-Acetoxy-2-decenoic acid methyl ester